2-{1-[(4-methoxyphenyl)methyl]-5-methyl-6-oxopyridin-3-yl}acetaldehyde COC1=CC=C(C=C1)CN1C=C(C=C(C1=O)C)CC=O